C(C)(C)N1CC(N(C2(CN(C2)C2=CC(NC=C2)=O)C1=O)CC1=CC=C(C=C1)C(F)(F)F)=O 8-isopropyl-2-(2-oxo-1,2-dihydropyridin-4-yl)-5-(4-(trifluoromethyl)benzyl)-2,5,8-triazaspiro[3.5]nonane-6,9-dione